IC(=C(F)F)C(C(F)(F)F)(F)F 2-iodoperfluoro-1-butene